[Na+].NC1=C(C=CC=C1)S(=O)(=O)[O-] aminobenzenesulfonate sodium